5-bromo-2-(bromomethyl)-benzoic acid methyl ester COC(C1=C(C=CC(=C1)Br)CBr)=O